tert-butyl 3-[[1-[(1R)-3-(hydroxyamino)-1-(2-naphthylmethyl)-3-oxo-propyl] triazol-4-yl]methylcarbamoyl]morpholine-4-carboxylate ONC(C[C@@H](CC1=CC2=CC=CC=C2C=C1)N1N=NC(=C1)CNC(=O)C1N(CCOC1)C(=O)OC(C)(C)C)=O